3,3-dimethyl-2-oxobutanal CC(C(C=O)=O)(C)C